2,3,4-tri-O-acetyl-beta-D-glucuronic acid ethyl ester C(C)OC([C@@H]1[C@H]([C@@H]([C@H]([C@H](O)O1)OC(C)=O)OC(C)=O)OC(C)=O)=O